CC12OC3=CC(=CC(=C3C([C@H](CC1)C(C)C)C2)O)CCCCC (12R)-9-Methyl-5-pentyl-12-propan-2-yl-8-oxatricyclo[7.3.1.02,7]trideca-2,4,6-trien-3-ol